ClC1=C(C(=O)NC2CC(C2)F)C=CC(=C1)CNC1=NC=NC2=C1SC=1N=NC(=C(C12)C)C 2-chloro-4-[[(3,4-dimethylpyrimidino[4',5':4,5]thieno[2,3-c]pyridazin-8-yl)amino]methyl]-N-(3-fluorocyclobutyl)benzamide